SCC(S)S(CC)CS 2,3-dimercaptomethyl-1,3-dithiapentane